N-(8-(5-chloro-2-fluorophenyl)-7-fluoro-4-morpholinoquinolin-3-yl)quinoline-4-carboxamide ClC=1C=CC(=C(C1)C=1C(=CC=C2C(=C(C=NC12)NC(=O)C1=CC=NC2=CC=CC=C12)N1CCOCC1)F)F